O1C(C1)CN(CC1=CC(=CC=C1)CN(CC1OC1)CC1OC1)CC1OC1 N,N,N',N'-Tetrakis(oxiranylmethyl)-1,3-benzendimethanamin